2,5,8-trimethylquinoline CC1=NC2=C(C=CC(=C2C=C1)C)C